1-((3S,4R)-3-((5-(1-(2,2-difluoroethyl)-1H-benzo[d][1,2,3]triazol-6-yl)-4-methoxypyrrolo[2,1-f][1,2,4]triazin-2-yl)amino)-4-fluoropyrrolidin-1-yl)ethan-1-one-2,2,2-d3 FC(CN1N=NC2=C1C=C(C=C2)C=2C=CN1N=C(N=C(C12)OC)N[C@H]1CN(C[C@H]1F)C(C([2H])([2H])[2H])=O)F